(R)-4-(4-(4-(4-chlorophenyl)piperidine-4-carbonyl)piperazin-1-yl)-5-methyl-5,6-dihydropyridine ClC1=CC=C(C=C1)C1(CCNCC1)C(=O)N1CCN(CC1)C1=CC=NC[C@H]1C